(S)-2-((1-(2-(isoindolin-2-yl)-7-methyl-4-oxo-4H-pyrido[1,2-a]pyrimidin-9-yl)ethyl)amino)benzoic acid C1N(CC2=CC=CC=C12)C=1N=C2N(C(C1)=O)C=C(C=C2[C@H](C)NC2=C(C(=O)O)C=CC=C2)C